3-((hexyl-2,2,3,3,4,4,5,5,6,6,6-d11)oxy)-4-(1-methyl-1,2,5,6-tetrahydropyridin-3-yl)-1,2,5-thiadiazole C(C(C(C(C(C([2H])([2H])[2H])([2H])[2H])([2H])[2H])([2H])[2H])([2H])[2H])OC1=NSN=C1C=1CN(CCC1)C